(2-ethoxy-2-oxoethyl)dimethylsulfonium bromide [Br-].C(C)OC(C[S+](C)C)=O